(S)-N-ethyl-1-(5-(trifluoromethyl)pyridin-2-yl)ethan-1-amine hydrogen chloride Cl.C(C)N[C@@H](C)C1=NC=C(C=C1)C(F)(F)F